C(=C)OCCCCCCCCC n-nonyl vinyl ether